FC1=CC2=C(CNCCC2)C=C1F 7,8-difluoro-2,3,4,5-tetrahydro-1H-benzo[c]Azepine